NC1=C(C=2C(=NN3C2C(N(CC3)C)=O)N1C1=C(C(=CC=C1C)OC)C)C(=O)N 2-Amino-1-(3-methoxy-2,6-dimethylphenyl)-5-methyl-4-oxo-4,5,6,7-tetrahydro-1H-pyrrolo[2',3':3,4]pyrazolo[1,5-a]pyrazine-3-carboxamide